3-(4-fluoro-5-(4-((4'-fluoro-5,5-dimethyl-3,4,5,6-tetrahydro-[1,1'-biphenyl]-2-yl)methyl)-3,5-dimethylpiperazine-1-carbonyl)-1-oxoisoindolin-2-yl)piperidine-2,6-dione FC1=C2CN(C(C2=CC=C1C(=O)N1CC(N(C(C1)C)CC1=C(CC(CC1)(C)C)C1=CC=C(C=C1)F)C)=O)C1C(NC(CC1)=O)=O